CC1(C(CC2OC(C34C(C25COC(C15)=O)CCC(C(C3=O)C)C4)=O)=O)C 7,7,17-Trimethyl-3,10-dioxapentacyclo[14.2.1.01,13.04,12.08,12]nonadecane-2,6,9,18-tetrone